N-(1-((1s,3s)-3-ethoxycyclobutyl)-3-(5-fluoropyridin-2-yl)-1H-pyrazol-4-yl)-2-(1H-pyrazol-4-yl)thiazole-4-carboxamide C(C)OC1CC(C1)N1N=C(C(=C1)NC(=O)C=1N=C(SC1)C=1C=NNC1)C1=NC=C(C=C1)F